COC1=C(C=C(C(=C1)OC)C)C(\C=C\C)=O (E)-1-(2,4-dimethoxy-5-methylphenyl)but-2-en-1-one